methyl 1-[4-(difluoromethoxy)-2-fluorophenyl]cyclopropane-1-carboxylate FC(OC1=CC(=C(C=C1)C1(CC1)C(=O)OC)F)F